8-(4-tert-Butyl-piperazin-1-yl)-9-ethyl-6,6-dimethyl-11-oxo-6,11-dihydro-5H-benzo[b]carbazole-3-carbonitrile C(C)(C)(C)N1CCN(CC1)C=1C(=CC2=C(C(C=3NC4=CC(=CC=C4C3C2=O)C#N)(C)C)C1)CC